(1H-benzo[d][1,2,3]triazol-1-yl)(4-(bis(1-methyl-1H-indazol-5-yl)methyl)piperazin-1-yl)methanone N1(N=NC2=C1C=CC=C2)C(=O)N2CCN(CC2)C(C=2C=C1C=NN(C1=CC2)C)C=2C=C1C=NN(C1=CC2)C